C(C)(C)C1=CC=C(C=C1)CC(C=O)C 3-(4-isopropylphenyl)-2-methylpropan-1-al